C(C)N(C)CC=1C(=C(C=CC1N1CCOCC1)B(O)O)F (3-((ethyl-(methyl)amino)methyl)-2-fluoro-4-morpholinophenyl)boronic acid